4-hydroxy-2,6-dimethylbenzaldehyde OC1=CC(=C(C=O)C(=C1)C)C